NC1=CC=C(N=N1)C1CCN(CC1)C(=O)C1=CC=C(C=C1)C1=CC=C(C=C1)CC(C)C [4-(6-Amino-pyridazin-3-yl)-piperidin-1-yl]-(4'-isobutyl-biphenyl-4-yl)-methanone